(7Z,10Z,13Z,16Z,19Z)-(7-(4-(4-(benzo[b]thiophen-4-yl)piperazin-1-yl)butoxy)-2-oxoquinolin-1(2H)-yl)methyl pentacosa-7,10,13,16,19-pentaenoate C(CCCCC\C=C/C\C=C/C\C=C/C\C=C/C\C=C/CCCCC)(=O)OCN1C(C=CC2=CC=C(C=C12)OCCCCN1CCN(CC1)C1=CC=CC=2SC=CC21)=O